(4-(1H-pyrazol-4-yl)phenyl)-6-(cyclopropylmethoxy)spiro[indoline-2,3'-pyrrolidine]-2'-one N1N=CC(=C1)C1=CC=C(C=C1)N1C(C2(CC1)NC1=CC(=CC=C1C2)OCC2CC2)=O